NCCOCCOC(C(=O)O)(OCCOCCN)C(C)=O {(amino-ethoxy)-ethoxy}-acetyl-{(amino-ethoxy)-ethoxy}-acetic acid